(R)-3-(4-amino-3-(4-phenoxyphenyl)-1H-pyrazolo[3,4-d]pyrimidin-1-yl)piperidin NC1=C2C(=NC=N1)N(N=C2C2=CC=C(C=C2)OC2=CC=CC=C2)[C@H]2CNCCC2